C(C)(C)(C)NC(CN(C)C=1C2=C(N=C(N1)C=1N=C3N(C=CC=C3)C1)CCC2)=O N-tert-butyl-2-[(2-{imidazolo[1,2-a]pyridin-2-yl}-5H,6H,7H-cyclopenta[d]pyrimidin-4-yl)(methyl)amino]acetamide